ClC1=CC=C(C=C1)NC1=NC(=NC(=N1)N1CCOCC1)C#N 4-((4-chlorophenyl)amino)-6-morpholino-1,3,5-triazine-2-carbonitrile